BrC1=NN(C(=N1)OC1=CC(=CC=C1)OC(F)(F)F)C 3-bromo-5-(3-(trifluoromethoxy)phenoxy)-1-methyl-1H-1,2,4-triazole